3,5-dimethyl-imidazole CN1C=NC(=C1)C